bis{4-(3-aminophenoxy) phenyl} sulfone NC=1C=C(OC2=CC=C(C=C2)S(=O)(=O)C2=CC=C(C=C2)OC2=CC(=CC=C2)N)C=CC1